[(dichlorosilyl)methyl]ethylsilane Cl[SiH](Cl)C[SiH2]CC